N-(3-amino-propyl)-amino-propyl-triethoxysilane NCCCNC(C)O[Si](OCC)(OCC)CCC